Carboxy-2,2,6,6-tetramethylpiperidine C(=O)(O)N1C(CCCC1(C)C)(C)C